C(C)OC(=O)N(CC)CC1=C(C(=O)OCC)C=CC=C1 ethyl 2-(((ethoxycarbonyl)(ethyl)amino)methyl)benzoate